N-(1-(7-(8-ethynyl-7-fluoro-3-hydroxynaphthalen-1-yl)-2-(((2S,4R)-4-fluoro-1-(2-hydroxyethyl)-2-methylpyrrolidin-2-yl)methoxy)-5,6-dihydroquinazolin-4-yl)azepan-3-yl)acrylamide C(#C)C=1C(=CC=C2C=C(C=C(C12)C=1CCC=2C(=NC(=NC2C1)OC[C@]1(N(C[C@@H](C1)F)CCO)C)N1CC(CCCC1)NC(C=C)=O)O)F